(3-amino-2-fluoropyridin-4-yl)dimethylphosphine NC=1C(=NC=CC1P(C)C)F